COC([C@@H](N)CCCCN)=O lysine methyl ester